CC(C)[C@@H](C)\C=C\[C@@H](C)[C@H]1CCC2=C3C=CC4=CC(CC[C@]4(C)[C@H]3CC[C@]12C)=O (22E)-ergosta-4,6,8(14),22-tetraen-3-one